platinum-rhodium platinum [Pt].[Rh].[Pt]